lithio 2-methyl-6-oxo-1H-pyridine-3-carboxylate CC=1NC(C=CC1C(=O)O[Li])=O